ClC1=CC(=C(C=N1)NC(=O)C1(CN(C1)S(=O)(=O)N1C(OCC1)=O)C1=C(C=CC=C1)C(C)C)OC N-(6-chloro-4-methoxypyridin-3-yl)-3-(2-isopropylphenyl)-1-((2-oxooxazolidin-3-yl)sulfonyl)azetidine-3-carboxamide